OC=1C=C(C=CC1)NC=1C=C(C=NC1)C1=C2C=CNC2=CC=C1 5-((3-Hydroxyphenyl)amino)-3-(1H-indol-4-yl)pyridin